CS(=O)(=O)C=1C(=NC(=CC1)C1=NC2=C(N1C)C=CC(=C2)C(F)(F)F)C(=N)N Methylsulfonyl-6-[1-methyl-5-(trifluoromethyl)benzoimidazole-2-yl]pyridine-2-carboxamidine